C(C)OC1(C2=CC=CC=C2SC2=C1C=CC=1OC(OC12)OC)OCC 6,6-diethoxy-2-methoxy-thiochromeno[2,3-e][1,3]benzodioxole